ClC1=CC=C(C=C1)C(C(=O)OCC)=O ethyl 2-(4-chlorophenyl)-2-oxoacetate